2-[(propan-2-yl)amino]-N-[(1s,4s)-4-{[4-cyano-3-(trifluoromethyl)phenyl]amino}cyclohexyl]pyridine-4-carboxamide CC(C)NC1=NC=CC(=C1)C(=O)NC1CCC(CC1)NC1=CC(=C(C=C1)C#N)C(F)(F)F